COC=1C=C(C=CC1)C=1NC(=C(C1)C(=O)NCCN1CCN(CC1)C)C1=CC=CC=C1 (3-methoxyphenyl)-N-(2-(4-methylpiperazin-1-yl)ethyl)-5-phenylAzole-4-carboxamide